C(#N)C1=C(C=CC=C1)[C@H](C)N1C=NC(=C1)C(=O)OCC ethyl 1-[(1S)-1-(2-cyanophenyl)ethyl]-1H-imidazole-4-carboxylate